2-fluoro-5-((4-oxo-7-(prop-1-yn-1-yl)-3,4-dihydrophthalazin-1-yl)methyl)benzoic acid FC1=C(C(=O)O)C=C(C=C1)CC1=NNC(C2=CC=C(C=C12)C#CC)=O